6-methoxy-9H-pyrido[2,3-b]indole COC=1C=C2C3=C(NC2=CC1)N=CC=C3